3,5-difluoroanthracene FC=1C=CC2=CC3=CC=CC(=C3C=C2C1)F